2-Acetamido-N-(5-nitro-4-phenylthiazol-2-yl)benzamide methyl-(S)-2-amino-5-((tert-butoxycarbonyl)amino)pentanoate hydrochloride Cl.COC([C@H](CCCNC(=O)OC(C)(C)C)N)=O.C(C)(=O)NC1=C(C(=O)NC=2SC(=C(N2)C2=CC=CC=C2)[N+](=O)[O-])C=CC=C1